BrC=1C=C(C=CC1)C[C@H](C(=O)OC)[C@@H]1CN(CC1)C(=O)OC(C)(C)C tert-Butyl (3R)-3-[(1S)-1-[(3-bromophenyl)methyl]-2-methoxy-2-oxo-ethyl]pyrrolidine-1-carboxylate